COC1=CC=C(CN2N=C3C(C(NC=C3)=O)=C2)C=C1 (4-methoxybenzyl)-2,5-dihydro-4H-pyrazolo[4,3-c]pyridin-4-one